CC1(SS[C@H]([C@@H]1O)C)C |r| (4SR,5SR)-3,3,5-trimethyl-1,2-dithiolan-4-ol